C(C)(C)(C)C1=C(OCCSCC2=CNC(O2)=O)C=C(C=C1)C(C)(C)C 5-[(2,5-Di-tert-butylphenoxyethylthio)methyl]oxazol-2(3H)-one